ethyl (2s)-2-[N-(tert-butoxycarbonyl)-4-hydroxy-3-methylbutanamido]-4-phenylbutanoate C(C)(C)(C)OC(=O)N(C(CC(CO)C)=O)[C@H](C(=O)OCC)CCC1=CC=CC=C1